NC1=NC(C2=NC=NC2=N1)(NC)C(N)=O amino-6-carbamoyl-N6-methyl-adenine